methyl (3S,5R)-1',1'-difluorospiro[1-azabicyclo[3.2.0]heptane-3,2'-cyclopropane]-5-carboxylate FC1([C@@]2(C1)CN1CC[C@]1(C2)C(=O)OC)F